(Ra)-6-(1-((R)-1-(3'-Cyano-5'-methoxy-[1,1'-biphenyl]-4-yl)ethyl)-1H-indazol-7-carboxamido)spiro[3.3]heptan C(#N)C=1C=C(C=C(C1)OC)C1=CC=C(C=C1)[C@@H](C)N1N=CC2=CC=CC(=C12)C(=O)NC1CC2(CCC2)C1